C=1(C(=CC=CC1)N=C=S)C o-toluyl isothiocyanate